[1,2,4]Triazolo[1,5-a]pyridin-6-ol N=1C=NN2C1C=CC(=C2)O